benzaldehyde methyl hydrazone CNN=CC1=CC=CC=C1